1,4-bis(2-hydroxyethoxy)-benzene OCCOC1=CC=C(C=C1)OCCO